C(C=C)(=O)OCC(COC(C=C)=O)(C)N=C=O 2-isocyanato-2-methylpropane-1,3-diol diacrylate